N-(1-(2-(cyclopropanesulfonylamino)thiazol-4-yl)cyclopropyl)-5-(6-ethoxypyrazin-2-yl)pyridinecarboxamide C1(CC1)S(=O)(=O)NC=1SC=C(N1)C1(CC1)NC(=O)C1=NC=C(C=C1)C1=NC(=CN=C1)OCC